CC1=NN=CO1 5-methyl-[1,3,4]oxadiazol